(2Z,4E)-2-(benzenesulfinyl)-5-(3-chlorophenyl)penta-2,4-dienenitrile C1(=CC=CC=C1)S(=O)\C(\C#N)=C/C=C/C1=CC(=CC=C1)Cl